O1C(C1)OC1=CC2=C(ONO2)C=C1 5-(oxiran-2-yloxy)benzo[d][1,3]dioxazole